4-(butyryl-2,2-d2)piperidine-1-carboxylic acid C(C(CC)([2H])[2H])(=O)C1CCN(CC1)C(=O)O